C(C=1C(C(=O)O)=CC=CC1)(=O)O.C(\C=C/C(=O)OCCCC)(=O)OCCCC dibutyl maleate phthalate